2-chloro-5-(3-hydroxyquinolin-6-yl)-7-tosyl-7H-pyrrolo[2,3-d]pyrimidine ClC=1N=CC2=C(N1)N(C=C2C=2C=C1C=C(C=NC1=CC2)O)S(=O)(=O)C2=CC=C(C)C=C2